tert-butyl (S)-6-((2-(2-(3-(3,5-dimethyl-1H-pyrazol-1-yl)phenyl)-4-methoxy-4-carbonylbutyl)-2,7-diazaspiro[3.5]nonan-7-yl)methyl)-2,3-dihydro-4H-pyrido[3,2-b][1,4]oxazine-4-carboxylate CC1=NN(C(=C1)C)C=1C=C(C=CC1)[C@@H](CN1CC2(C1)CCN(CC2)CC=2C=CC=1OCCN(C1N2)C(=O)OC(C)(C)C)CC(=C=O)OC